OCC1CCC(CC1)NC=1C2=C(N=C(N1)NC=1C=NN(C1)C)NC=C2C(=O)C2=CC=CC=C2 (4-(((1s,4s)-4-(hydroxymethyl)cyclohexyl)amino)-2-((1-methyl-1H-pyrazol-4-yl)amino)-7H-pyrrolo[2,3-d]pyrimidin-5-yl)(phenyl)methanone